[Na+].C(C)(C)(C)SC1=C(N(C2=CC=C(C=C12)OCC1=NC=C(C=C1)CC)CC1=CC=C(C=C1)C=1C=NC(=CC1)OCC)CC(C(=O)[O-])(C)C 3-(3-(tert-butylsulfanyl)-1-(4-(6-ethoxypyridin-3-yl) benzyl)-5-((5-ethylpyridin-2-yl) methoxy)-1H-indol-2-yl)-2,2-dimethylpropionate sodium